C(C)(C)(C)N(C(O)=O)CC=1OC2=C(C1)C=C(C=C2Cl)Br.ClC(CCl)OC 1,2-dichloro-1-methoxyethane tert-Butyl-(5-bromo-7-chlorobenzofuran-2-yl)methylcarbamate